4-(4-(6-Methoxy-2-azaspiro[3.3]heptan-6-yl)phenyl)-7-(4-(trifluoromethyl)phenyl)-2-naphthoic acid COC1(CC2(CNC2)C1)C1=CC=C(C=C1)C1=CC(=CC2=CC(=CC=C12)C1=CC=C(C=C1)C(F)(F)F)C(=O)O